OC(C(C(CC)C(=O)O)C(=O)O)(C(CCCCCCCCCCCC)CCCCCCCC)C(=O)O 5-Hydroxy-6-octyloctadecane-3,4,5-tricarboxylic acid